(Z)-3-(4-methoxyphenyl)-2-(3,4,5-tri(dodecyloxy)phenyl)acrylonitrile COC1=CC=C(C=C1)\C=C(/C#N)\C1=CC(=C(C(=C1)OCCCCCCCCCCCC)OCCCCCCCCCCCC)OCCCCCCCCCCCC